bis(isocyanatomethyl)-bicyclo-[2.2.1]-heptane N(=C=O)CC1C2(CCC(C1)C2)CN=C=O